O(P(OC=CCC)(=O)OP(=O)([O-])[O-])CO Hydroxymethyl butenyl diphosphate